(3S)-3-morpholinylmethyl-[4-[[1-[(3-fluorophenyl) methyl]-1H-indazol-5-yl] amino]-5-methylpyrrolo[2,1-f][1,2,4]triazin-6-yl]-carbamate N1[C@@H](COCC1)COC(NC=1C(=C2C(=NC=NN2C1)NC=1C=C2C=NN(C2=CC1)CC1=CC(=CC=C1)F)C)=O